N6-(hex-5-enoyl)-L-lysine C(CCCC=C)(=O)NCCCC[C@H](N)C(=O)O